C(#N)C1=C(C=C(C=C1)NC([C@](CNS(=O)(=O)C1=CC(=C(C=C1)OCC)C=1NC(C2=C(N1)C(=NN2C)CCC)=O)(C)O)=O)C(F)(F)F (R)-N-(4-cyano-3-(trifluoromethyl)phenyl)-3-((4-ethoxy-3-(1-methyl-7-oxo-3-propyl-6,7-dihydro-1H-pyrazolo[4,3-d]pyrimidin-5-yl)phenyl)sulfonamido)-2-hydroxy-2-methylpropanamide